2-(Trimethylsilyl)ethyl 5-(1-(2-(tert-butoxycarbonyl)-2-azaspiro[3.3]heptan-6-yl)-5-methyl-1H-pyrazol-3-yl)-5,8-diazaspiro[3.5]nonane-8-carboxylate C(C)(C)(C)OC(=O)N1CC2(C1)CC(C2)N2N=C(C=C2C)N2C1(CCC1)CN(CC2)C(=O)OCC[Si](C)(C)C